C1=C(C=CC2=CC=CC=C12)CN1CC2N(CC1)C(CN(C2=O)CC2=NC1=CC=CC=C1C=C2)=O 2-(naphthalen-2-ylmethyl)-8-(quinolin-2-ylmethyl)hexahydro-2H-pyrazino[1,2-a]pyrazine-6,9-dione